1-(2-bromo-5-((5-methyl-1-(tetrahydro-2H-pyran-2-yl)-1H-pyrazol-3-yl)amino)phenoxy)-2-methylpropan-2-ol BrC1=C(OCC(C)(O)C)C=C(C=C1)NC1=NN(C(=C1)C)C1OCCCC1